CC(CC(C)(OOC(C)(C)C)OOC(C)(C)C)C 4-methyl-2,2-di(t-butylperoxy)pentane